6-isopropoxy-2-(1-(methoxymethyl)-2-oxabicyclo[2.1.1]hexan-4-yl)-2H-pyrazolo[3,4-b]pyridine-5-carboxylic acid C(C)(C)OC=1C(=CC=2C(N1)=NN(C2)C21COC(C2)(C1)COC)C(=O)O